FS(=O)(=O)C1=CC=C(C(=O)O[C@H]2[C@](C=C3C([C@](C4(C(=C23)C)CC4)(C)O)=O)(C)CO[Si](C)(C)C(C)(C)C)C=C1 (2'S,3'R,6'R)-2'-(((tert-butyldimethylsilyl)oxy)methyl)-6'-hydroxy-2',4',6'-trimethyl-7'-oxo-2',3',6',7'-tetrahydrospiro[cyclopropane-1,5'-inden]-3'-yl 4-(fluorosulfonyl)benzoate